2-octenyl-1-yl succinate C1(CCC(=O)OC(C=CCCCCC)O1)=O